FC(C(=O)O)(F)F.ClC1=C(C=CC(=C1NC=1C(=C2C(N(C=NC2=CC1)C)=O)Cl)F)NS(=O)(=O)N1CC(CC1)(F)F N-(2-chloro-3-((5-chloro-3-methyl-4-oxo-3,4-dihydroquinazolin-6-yl)amino)-4-fluorophenyl)-3,3-difluoropyrrolidine-1-sulfonamide trifluoroacetate